NC(C(=O)O)C(C)(C)O α-amino-β-hydroxy-isovaleric acid